Magnesium aluminum sulfate S(=O)(=O)([O-])[O-].[Al+3].[Mg+2]